N,N-dimethyl-1-{4-[(6-{8-methyl-1H,2H,3H-pyrido[2,3-b][1,4]oxazin-7-yl}-5,6,7,8-tetrahydro-2,6-naphthyridin-3-yl)amino]phenyl}methanesulfonamide CN(S(=O)(=O)CC1=CC=C(C=C1)NC=1N=CC=2CCN(CC2C1)C1=C(C2=C(OCCN2)N=C1)C)C